OCC([C@H](C[C@@H]1C(NCC1)=O)NC(=O)[C@H]1N(CCN(C1)C1=CC=CC=C1)C(=O)C1(C2=CC=CC=C2C=2C=CC=CC12)O)=O (S)-N-((S)-4-hydroxy-3-oxo-1-((R)-2-oxopyrrolidin-3-yl)butan-2-yl)-1-(9-hydroxy-9H-fluorene-9-carbonyl)-4-phenylpiperazine-2-carboxamide